S1C=CC=2C1=CN=NC2N thieno[2,3-d]pyridazin-4-amine